(S)-N-(7-((3-hydroxy-1-methylazetidin-3-yl)ethynyl)-5-methyl-4-oxo-2,3,4,5-tetrahydrobenzo[b][1,4]oxazepin-3-yl)-4-phenoxypicolinamide OC1(CN(C1)C)C#CC1=CC2=C(OC[C@@H](C(N2C)=O)NC(C2=NC=CC(=C2)OC2=CC=CC=C2)=O)C=C1